FC(C=1C=C(CC2=CC(=NC=C2)N2N=C(C(=C2)C(=O)N)C)C=C(C1)F)F 1-(4-(3-(difluoromethyl)-5-fluorobenzyl)pyridin-2-yl)-3-methyl-1H-pyrazole-4-carboxamide